C(CC)S(=O)(=O)N1CCC12CN(CC2)C=2C1=C(N=CN2)NC=C1 4-(1-(Propylsulfonyl)-1,6-diazaspiro[3.4]octan-6-yl)-7H-pyrrolo[2,3-d]pyrimidine